CC1=C(C=C(C=C1)NC(C1=CC(=NC=C1)C(F)(F)F)=O)B1OC(C(O1)(C)C)(C)C N-(4-methyl-3-(4,4,5,5-tetramethyl-1,3,2-dioxaborolan-2-yl)phenyl)-2-(trifluoromethyl)isonicotinamide